OC1=CC=C(C=C1)C1=CC=CC(=N1)[C@@H](CN(CCCCC1=CC=C2CCCN(C2=N1)C(=O)OC(C)(C)C)C)CC(=O)OC tert-butyl (R)-7-(4-((2-(6-(4-hydroxyphenyl)pyridin-2-yl)-4-methoxy-4-oxobutyl)(methyl)amino)butyl)-3,4-dihydro-1,8-naphthyridine-1(2H)-carboxylate